CCCCCCCCC(CCCCCCCC)C(C(=O)OCCCCCOC1=CC=C(C=C1)\C=C\C1=CC=C(C=C1)C1=CC(=NC=C1)C1=CC=CC=C1)CCCCC1CN(CC(O1)CCCCCC(=O)OCCCCCCCCC)CCOC(CCN(C)C)=O (E)-5-(4-(4-(2-phenylpyridin-4-yl)styryl)phenoxy)pentan-1-ol heptadecan-9-yl-6-(4-(2-((3-(dimethylamino)propanoyl)oxy)ethyl)-6-(6-(nonyloxy)-6-oxohexyl)morpholin-2-yl)hexanoate